4-[(1R)-1-(2,6-dichlorophenyl)ethyl]sulfanyl-6-[1-[(3S)-3-piperidyl]pyrazol-4-yl]pyrazolo[1,5-a]pyridine-3-carbonitrile ClC1=C(C(=CC=C1)Cl)[C@@H](C)SC=1C=2N(C=C(C1)C=1C=NN(C1)[C@@H]1CNCCC1)N=CC2C#N